5-(piperidin-4-yl)cinnoline-8-carboxamide N1CCC(CC1)C1=C2C=CN=NC2=C(C=C1)C(=O)N